F[P-](F)(F)(F)(F)F.C(=N)N formamidine hexafluorophosphate